O1C(CCCC1)N1N=CC(=C1)C(=O)N 1-(tetrahydro-2H-pyran-2-yl)-1H-pyrazole-4-carboxamide